CN1N=CC2=CC=C(C(=C12)C)CC1CC2(CN(C2)C(=O)OC(C)(C)C)C1 tert-butyl 6-[(1,7-dimethylindazol-6-yl) methyl]-2-azaspiro[3.3]heptane-2-carboxylate